(3S)-4-(2,2-dimethylpropanoyl)-6-fluoro-3-phenyl-3,5-dihydro-2H-1,4-benzoxazepine-8-carboxamide CC(C(=O)N1[C@H](COC2=C(C1)C(=CC(=C2)C(=O)N)F)C2=CC=CC=C2)(C)C